C(#N)C1=CC=C2C=3C(C4=C(C(C3NC2=C1)(C)C)C=C(C(=C4)CC)N4CCC(CC4)CC4CCN(CC4)CCCNC(OC(C)(C)C)=O)=O tert-butyl (3-(4-((1-(3-cyano-9-ethyl-6,6-dimethyl-11-oxo-6,11-dihydro-5H-benzo[b]carbazol-8-yl)piperidin-4-yl)methyl)piperidin-1-yl)propyl)carbamate